3-(3-(bis(t-butoxycarbonyl)amino)-2-chloro-6-fluorophenoxy)-2-methyl-6-nitrobenzoic acid methyl ester COC(C1=C(C(=CC=C1[N+](=O)[O-])OC1=C(C(=CC=C1F)N(C(=O)OC(C)(C)C)C(=O)OC(C)(C)C)Cl)C)=O